C12CC(CC(CC1)N2)N2N=CC(=C2)C2=NC1=C(C(=CC=C1N=C2)OC=2C=CC1=C(NC(=N1)C)C2)Cl 2-(1-(8-Azabicyclo[3.2.1]octan-3-yl)-1H-pyrazol-4-yl)-8-chloro-7-((2-methyl-1H-benzo[d]imidazol-6-yl)oxy)quinoxaline